(Z)-octadeca-9-en-1-ol C(CCCCCCC\C=C/CCCCCCCC)O